Acetyl 4,6-di-O-acetyl-3-azido-2-O-methyl-3-deoxy-1-thio-α-D-galactopyranoside C(C)(=O)O[C@@H]1[C@@H]([C@H]([C@@H](SC(C)=O)O[C@@H]1COC(C)=O)OC)N=[N+]=[N-]